(3-methyl-6-phenyl-2'-(trifluoromethyl)-[2,4'-bipyridin]-5-yl) carbamate C(N)(OC=1C=C(C(=NC1C1=CC=CC=C1)C1=CC(=NC=C1)C(F)(F)F)C)=O